7,8-dihydro-6H-thiopyrano[3,2-d]pyrimidine 5-oxide N1=CN=CC2=C1CCCS2=O